BrC1=C(C(=CC=C1)CCl)Br 1,2-dibromo-3-(chloromethyl)benzene